CN1C(CNC(C1)C)C (±)-1,2,5-trimethylpiperazine